5-(benzyloxy)-2-methyl-N-(piperidin-4-ylmethyl)benzofuran-3-carboxamide C(C1=CC=CC=C1)OC=1C=CC2=C(C(=C(O2)C)C(=O)NCC2CCNCC2)C1